3,3'-(phenylmethylidene)bis(5-methoxy-1H-indole) C1(=CC=CC=C1)C(C1=CNC2=CC=C(C=C12)OC)C1=CNC2=CC=C(C=C12)OC